Ethyl (S)-2-(dibenzo[b,d]furan-2-sulfonylamino)-4-fluoro-4-methylpentanoate C1=C(C=CC=2OC3=C(C21)C=CC=C3)S(=O)(=O)N[C@H](C(=O)OCC)CC(C)(C)F